C(#N)C1=C(N=CO1)C 5-cyano-4-methyloxazole